ethyl (E)-5,5-dimethyl-2-[m-(4H-1,2,4-triazol-4-yl)benzoylamino]-3-hexenoate CC(/C=C/C(C(=O)OCC)NC(C1=CC(=CC=C1)N1C=NN=C1)=O)(C)C